3-(4-(5-(difluoromethyl)-1,3,4-oxadiazole-2-yl)benzyl)-5-fluoro-1-(1-methylpiperidine-4-yl)-1,3-dihydro-2H-benzo[d]imidazole-2-one FC(C1=NN=C(O1)C1=CC=C(CN2C(N(C3=C2C=C(C=C3)F)C3CCN(CC3)C)=O)C=C1)F